[C@H]12CN(C[C@H](CC1)N2)C2=NC=NC=1NC(CN(C21)CC)=O 4-((1r,5S)-3,8-diazabicyclo[3.2.1]oct-3-yl)-5-ethyl-5,8-dihydropteridin-7(6H)-one